C1=CN(C(=O)N=C1N)[C@H]2[C@@H]([C@@H]([C@H](O2)COP(=O)([O-])OP(=O)([O-])OC[C@@H]3C(=C([C@H]4[C@@H](O3)NC5=C(N4)C(=O)NC(=N5)N)S)[S-])O)O The molecule is molybdopterin cytosine dinucleotide protonated to pH 7.3 It is a conjugate base of a molybdopterin cytosine dinucleotide.